tert-Butyl 7-(8-((tert-butoxycarbonyl)amino)-7-fluoro-3-(3-(2-methoxycyclopentyl)ureido)isoquinolin-6-yl)-8-methyl-2,3-dihydro-1H-pyrido[2,3-b][1,4]oxazine-1-carboxylate C(C)(C)(C)OC(=O)NC=1C(=C(C=C2C=C(N=CC12)NC(=O)NC1C(CCC1)OC)C1=C(C2=C(OCCN2C(=O)OC(C)(C)C)N=C1)C)F